C(C1=CC=CC=C1)N1N=C(N=C1)C(=O)N[C@@H]1C(N(C=2N(CC1)N=C(C2)CNCCOC)C)=O (S)-1-benzyl-N-(2-(((2-methoxyethyl)amino)methyl)-4-methyl-5-oxo-5,6,7,8-tetrahydro-4H-pyrazolo[1,5-a][1,3]diazepin-6-yl)-1H-1,2,4-triazole-3-carboxamide